1-(4-cyanophenyl)-3-(5,5-dioxidodibenzo[b,d]thiophen-3-yl)urea C(#N)C1=CC=C(C=C1)NC(=O)NC=1C=CC2=C(S(C3=C2C=CC=C3)(=O)=O)C1